ClC1=CC=C(C=C1)[C@@H](CCNC(=O)C1=CC(=CS1)C1=CC=C2C(=NNC2=C1)C(=O)NC)O (R)-6-(5-((3-(4-chlorophenyl)-3-hydroxypropyl)carbamoyl)thiophen-3-yl)-N-methyl-1H-indazole-3-carboxamide